BrC=1C(=NC(=NC1)NC1=CC=C(C=C1)C)NC1CCCCC1 5-bromo-N4-cyclohexyl-N2-(p-tolyl)pyrimidine-2,4-diamine